O[C@H]1CN(CC1)C(=O)OC[C@@H](\C=C\C=C(/C)\[C@H]1OC(C[C@H](CC[C@]([C@H](/C=C/[C@@H]1C)OC(C)=O)(C)O)O)=O)C [(2R,3E,5E)-6-[(2S,3S,4E,6S,7S,10S)-6-acetyloxy-7,10-dihydroxy-3,7-dimethyl-12-oxo-1-oxacyclododec-4-en-2-yl]-2-methylhepta-3,5-dienyl] (3R)-3-hydroxypyrrolidine-1-carboxylate